2-[5-[(4-methoxyphenyl)methylsulfanyl]thiazol-2-yl]acetate COC1=CC=C(C=C1)CSC1=CN=C(S1)CC(=O)[O-]